COC1=CC=C(C=C1)C1=NC(=CC2=C1N(C1=CC=CC=C21)C)NC(C2=CC=C(C=C2)N2CCOCC2)=O N-(1-(4-methoxyphenyl)-9-methyl-9H-pyrido[3,4-b]indol-3-yl)-4-morpholinylbenzamide